2-(4,6-dimethylpyrazolo[1,5-a]pyrazin-2-yl)-7-[(3S)-3-methylpiperazin-1-yl]-4H-pyrido[1,2-a]pyrimidin-4-one CC=1C=2N(C=C(N1)C)N=C(C2)C=2N=C1N(C(C2)=O)C=C(C=C1)N1C[C@@H](NCC1)C